2-(3-Methoxybenzyl)-6-(3-methyl-1H-pyrazol-4-yl)isoquinolin-1(2H)-one COC=1C=C(CN2C(C3=CC=C(C=C3C=C2)C=2C(=NNC2)C)=O)C=CC1